BrC1(C(NC2=CC=CC=C12)=O)CC1CCCCC1 3-bromo-3-(cyclohexylmethyl)oxoindole